NC1=NC(N(C=C1F)[C@H]1C[C@@H]([C@@](S1)(C#C)CO[P@](=O)(OC1=CC=CC=C1)N[C@@H](C)C(=O)OCC(CC)CC)O)=O 2-Ethylbutyl ((S)-(((2R,3S,5R)-5-(4-amino-5-fluoro-2-oxopyrimidin-1(2H)-yl)-2-ethynyl-3-hydroxytetrahydrothiophen-2-yl)methoxy)(phenoxy)phosphoryl)-L-alaninate